trimethylolpropane bis(18-hydroxystearate) CCC(CO)(COC(=O)CCCCCCCCCCCCCCCCCO)COC(=O)CCCCCCCCCCCCCCCCCO